C(C)(=O)OC1[C@@H](C[C@H](N1C(=O)OC(C)(C)C)C(=O)OC)O[Si](C)(C)C(C)(C)C 1-(tert-butyl) 2-methyl (2S,4R)-5-acetoxy-4-((tert-butyldimethylsilyl)oxy)pyrrolidine-1,2-dicarboxylate